Cl.Cl.C(CC=C)N1N=CC=2C1=NC(=NC2)NC2=CC=C1CCNCC1=C2 N-(1-but-3-enylpyrazolo[3,4-d]pyrimidin-6-yl)-1,2,3,4-tetrahydroisoquinolin-7-amine dihydrochloride